ClC1=C(C=CC=C1)NC(C1=CC=C(C=C1)O[C@H](C(=O)NC1=CC=C(C=C1)Cl)C)=O (S)-N-(2-chlorophenyl)-4-((1-((4-chlorophenyl)amino)-1-oxopropan-2-yl)oxy)benzamide